(beta-carboxymethyloxyethyl)-1-(carboxymethyl)-2-laurylimidazolinium C(=O)(O)COCC[N+]1(C(=NCC1)CCCCCCCCCCCC)CC(=O)O